5-[chloro(4-chlorophenyl)methyl]-1-methyl-1H-1,2,3-triazole ClC(C1=CN=NN1C)C1=CC=C(C=C1)Cl